C1CNCCC12CCC(CC2)CN2C(=CC=C2)COC=2N=C(C1=C(N2)C(=C(N=C1)Cl)F)N1CC2CCC(C1)N2C(=O)[O-] 3-(2-(((S)-1-((3-azaspiro[5.5]undec-9-yl) methyl) pyrrol-2-yl) methoxy)-7-chloro-8-fluoropyrido[4,3-d]pyrimidin-4-yl)-3,8-diazabicyclo[3.2.1]octane-8-carboxylate